(S)-1-amino-1'-(6-amino-5-((2-amino-3-chloropyridin-4-yl)thio)pyrazin-2-yl)-5-fluoro-1,3-dihydro-spiro[indene-2,4'-piperidine]-6-carboxamide N[C@@H]1C2=CC(=C(C=C2CC12CCN(CC2)C2=NC(=C(N=C2)SC2=C(C(=NC=C2)N)Cl)N)F)C(=O)N